N-(5-Chloro-6-(2H-1,2,3-triazol-2-yl)pyridin-3-yl)-1-(8-fluorochinolin-5-yl)-5-(trifluoromethyl)-1H-pyrazol-4-carboxamid ClC=1C=C(C=NC1N1N=CC=N1)NC(=O)C=1C=NN(C1C(F)(F)F)C1=C2C=CC=NC2=C(C=C1)F